C(C)(C)(C)C1=C(C=C)C=CC(=C1)C(C)(C)C 2,4-di-t-butylstyrene